C(CCCCCCCCC(=O)Cl)(=O)Cl Sebacic acid dichloride